N,N-Dibutyl-1,3-diaminopropane CCCCN(CCCC)CCCN